lithium (S)-1-((2S,3S,5R)-5-(5-fluoro-2,4-dioxo-3,4-dihydropyrimidin-1(2H)-yl)-3-hydroxytetrahydrofuran-2-yl)ethyl phosphate P(=O)(O[C@@H](C)[C@H]1O[C@H](C[C@@H]1O)N1C(NC(C(=C1)F)=O)=O)([O-])[O-].[Li+].[Li+]